N=1NC(C=2C=CC=C3C2C1CCN3)=O 2,7,8,9-tetrahydro-3H-pyrido[4,3,2-de]phthalazin-3-one